C(C)(C)OC(=O)[C@@H]1CC=C[C@@H](C1)O |r| (±)-cis-5-hydroxycyclohex-3-enecarboxylic acid isopropyl ester